BrC(C(C)(C#N)Br)(C)C#N di-bromodicyanobutane